4-[[2-(5-Fluoro-2-pyridyl)-2-methoxy-ethyl]amino]-6-[5-methyl-1-[1-(oxetan-3-yl)-4-piperidyl]triazol-4-yl]pyrazolo[1,5-a]pyridine-3-carbonitrile FC=1C=CC(=NC1)C(CNC=1C=2N(C=C(C1)C=1N=NN(C1C)C1CCN(CC1)C1COC1)N=CC2C#N)OC